3-(4-fluoro-2-(trifluoromethyl)benzyl)-6,7,8,9-tetrahydro-5H-imidazo[1,2-d][1,4]diazepine FC1=CC(=C(CC2=CN=C3N2CCNCC3)C=C1)C(F)(F)F